CCCCCCCCCCCCCCC(C(=O)O)Br The molecule is a bromo fatty acid that is hexadecanoic (palmitic) acid carrying a single bromo substituent at position 2. It has a role as a fatty acid oxidation inhibitor. It is a bromo fatty acid, a straight-chain fatty acid, a long-chain fatty acid and a 2-bromocarboxylic acid. It derives from a hexadecanoic acid.